(8-fluoro-1-methyl-3,4-dihydro-1H-isoquinolin-2-yl)-[rac-(5s,7s)-7-fluoro-5-phenyl-6,7-dihydro-5H-pyrrolo[1,2-b][1,2,4]triazol-2-yl]methanone FC=1C=CC=C2CCN(C(C12)C)C(=O)C=1N=C2N(N1)[C@@H](C[C@@H]2F)C2=CC=CC=C2 |r|